CC=1C=CC=C2N(CCN(C12)C(=O)OCC1=CC=CC=C1)C1=CC2=C(N=C(N=C2)NC=2C=NNC2)N(C1=O)CCCOCCOS(=O)(=O)C1=CC=C(C=C1)C benzyl 8-methyl-4-[7-oxo-8-[3-[2-(p-tolylsulfonyloxy)ethoxy]propyl]-2-(1H-pyrazol-4-ylamino)pyrido[2,3-d]pyrimidin-6-yl]-2,3-dihydroquinoxaline-1-carboxylate